ClC1=CC(=C(C=C1)C1=C(N(N=N1)C)CN1N=CC(=CC1=O)N1C[C@@H](OCC1)C)F 2-[[5-(4-chloro-2-fluoro-phenyl)-3-methyl-triazol-4-yl]methyl]-5-[(2S)-2-methylmorpholin-4-yl]pyridazin-3-one